NCC1=NNC(C2=CC=C(C=C12)C=1C=NN(C1C1=C(C2=CC3=CC4=CC=CC=C4C=C3C=C2C=C1F)C#N)C)=O 2-(4-(4-(aminomethyl)-1-oxo-1,2-dihydro-phthalazin-6-yl)-1-methyl-1H-pyrazol-5-yl)-3-fluoro-1-naphthacenecarbonitrile